CN1C2=C(OCC1)C=C(C=N2)B2OC(C(O2)(C)C)(C)C 4-methyl-7-(4,4,5,5-tetramethyl-1,3,2-dioxaborolan-2-yl)-3,4-dihydro-2H-pyrido[3,2-b][1,4]oxazine